FC1(CCC=2C=C3N(C2C1O)C=CNC3=O)F 7,7-difluoro-6-hydroxyl-6,7,8,9-tetrahydropyrazino[1,2-a]indol-1(2H)-one